3-(4-(Benzoylpiperazine-1-carbonyl)-4-fluorobenzyl)-6-fluoroquinazoline-2,4(1H,3H)-dione C(C1=CC=CC=C1)(=O)C1N(CCNC1)C(=O)C1(CC=C(CN2C(NC3=CC=C(C=C3C2=O)F)=O)C=C1)F